C(C1=CC=CC=C1)OCCCC1=NC=2C(=C3C(=NC2N)C=C(S3)C3=NNC=C3)N1C 2-(3-(benzyloxy)propyl)-1-methyl-7-(1H-pyrazol-3-yl)-1H-imidazo[4,5-d]thieno[3,2-b]pyridin-4-amine